N-(5-Bromo-2-(3-(dimethylamino)propoxy)pyridin-3-yl)-3-cyanobenzenesulfonamide BrC=1C=C(C(=NC1)OCCCN(C)C)NS(=O)(=O)C1=CC(=CC=C1)C#N